[5-(4-cyano-3-fluorophenyl)-[1,2,4]triazolo[1,5-a]pyridin-7-yl]-2-(piperidin-1-yl)acetamide C(#N)C1=C(C=C(C=C1)C1=CC(=CC=2N1N=CN2)C(C(=O)N)N2CCCCC2)F